N1=C(C=CC=C1)SC(CCC(=O)ON1C(CCC1=O)=O)CC 2,5-dioxopyrrolidin-1-yl 4-(pyridin-2-ylthio)hexanoate